2-methoxyethyl 2-{2-chloro-5-[(methoxycarbonyl) amino]-4-fluorobenzoyloxy}-2-methylpropionate ClC1=C(C(=O)OC(C(=O)OCCOC)(C)C)C=C(C(=C1)F)NC(=O)OC